ClC1=NC(=NC(=C1)C(C)C)NC(=O)NS(=O)(=O)C=1C=NN2C1OCCC2 N-((4-chloro-6-isopropylpyrimidin-2-yl)carbamoyl)-6,7-dihydro-5H-pyrazolo[5,1-b][1,3]oxazine-3-sulfonamide